1-(p-tolyl)-4,5-dihydro-1H-pyrazole-5-carboxamide C1(=CC=C(C=C1)N1N=CCC1C(=O)N)C